6-{trans-4-[(1S,2R)-2-Hydroxy-1-methyl-2-phenylethylamino]-cyclohexyl}-3H-benzoxazol-2-one O[C@@H]([C@H](C)N[C@@H]1CC[C@H](CC1)C1=CC2=C(NC(O2)=O)C=C1)C1=CC=CC=C1